O1CCOC12CC=C(CC2)C=2C=C(C=CC2)S(=O)(=O)N2C=C(C=C2C2=C(C=CC=C2)F)CNC 1-(1-((3-(1,4-dioxaspiro[4.5]dec-7-en-8-yl)phenyl)sulfonyl)-5-(2-fluorophenyl)-1H-pyrrol-3-yl)-N-methyl-methylamine